α-amino-2-ethyl-1,3-propanediol NC(C(CO)CC)O